N-(5-(3-(difluoromethyl)cinnolin-6-yl)thiazol-2-yl)-4-fluorotetrahydro-2H-pyran-4-carboxamide FC(C=1N=NC2=CC=C(C=C2C1)C1=CN=C(S1)NC(=O)C1(CCOCC1)F)F